4-β-D-glucopyranosyl-1,3,6,7-tetrahydroxy-9H-Xanthen-9-one [C@@H]1([C@H](O)[C@@H](O)[C@H](O)[C@H](O1)CO)C1=C(C=C(C=2C(C3=CC(=C(C=C3OC12)O)O)=O)O)O